6-((4-(2-(4-chloro-2-fluorophenyl)-2-methylbenzo[d][1,3]dioxol-4-yl)piperidin-1-yl)methyl)-5-methylnicotinic acid ClC1=CC(=C(C=C1)C1(OC2=C(O1)C=CC=C2C2CCN(CC2)CC2=NC=C(C(=O)O)C=C2C)C)F